7-(3,5-dimethylisoxazol-4-yl)-9-fluoro-4-pyridin-3-yl-4,5-dihydroimidazo[1,5,4-de][1,4]benzoxazin-2(1H)-one CC1=NOC(=C1C1=CC(=C2C=3N(C(COC31)C=3C=NC=CC3)C(N2)=O)F)C